CC1=CC=C(C=C1)S(=O)(=O)[O-].C(C)(=O)C1=CC=C(C=C1)SC1=CC=C(C=C1)[S+](C1=CC=C(C=C1)SC1=CC=C(C=C1)C(C)=O)C1=CC=C(C=C1)SC1=CC=C(C=C1)C(C)=O tris[4-(4-acetylphenylsulfanyl)phenyl]sulfonium p-toluenesulfonate